4-methyl-4-ethylpiperidine CC1(CCNCC1)CC